4-(4-fluorophenyl)-6-isopropyl-2-(N-methylmethylsulfonamidopyrimidin-5-yl)hept-6-enoic acid FC1=CC=C(C=C1)C(CC(C(=O)O)C=1C=NC(N(C1)C)NS(=O)(=O)C)CC(=C)C(C)C